2-(4-(2-((4,4-bis(bicyclo[2.2.2]octan-1-ylmethoxy)butanoyl)oxy)ethyl)-1-(4-hydroxybutyl)piperidin-4-yl)ethyl 4,4-bis(octyloxy)butanoate C(CCCCCCC)OC(CCC(=O)OCCC1(CCN(CC1)CCCCO)CCOC(CCC(OCC12CCC(CC1)CC2)OCC21CCC(CC2)CC1)=O)OCCCCCCCC